(E)-4-((2-Chloropyridin-4-yl)diazenyl)-3-methoxyaniline ClC1=NC=CC(=C1)/N=N/C1=C(C=C(N)C=C1)OC